BrC(C)C=1C(=NC(=NC1)Cl)Cl 5-(1-bromoethyl)-2,4-dichloropyrimidine